BrC1=CC=C2C(=N1)N(C(C2)=O)CCOCCOCCOCCOC 6-bromo-2-oxo-1-(2,5,8,11-tetraoxatridec-13-yl)-1,2-dihydro-3H-pyrrolo[2,3-b]pyridin